C(CCCCCC)OC(=O)N1CCN(CCNCC1)C(=O)[O-] heptyl-1,4,7-triazacyclononane-1,4-dicarboxylate